2-((benzofuran-3-yl)methoxy)-6-(piperidin-4-yl)pyridine O1C=C(C2=C1C=CC=C2)COC2=NC(=CC=C2)C2CCNCC2